S1C=NC2=C1C=C(C=C2)NC2=NC=NC1=CC(=CC(=C21)O[C@@H]2CN(CC[C@H]2OC)C(=O)OC(C)(C)C)Br |r| rac-tert-butyl (3R,4R)-3-((4-(benzo[d]thiazol-6-ylamino)-7-bromoquinazolin-5-yl)oxy)-4-methoxypiperidine-1-carboxylate